CC1=NC(=CC(=C1)C=1NC2=CC=C(C=C2C1C(C)C)C1CCN(CC1)C(=O)C1=CC=C2C=CC=CN2C1=O)C 3-(4-(2-(2,6-dimethylpyridin-4-yl)-3-isopropyl-1H-indol-5-yl)piperidine-1-carbonyl)-4H-quinolizin-4-one